BrC1=CC=C(C=C1)C1=CC=C(O1)C(=O)N1CCOCC1 (5-(4-bromophenyl)furan-2-yl)(morpholino)methanone